chloro-2-((2-chlorobenzyl)oxy)-5,8-dihydro-1,7-naphthyridine-7(6H)-carboxylic acid tert-butyl ester C(C)(C)(C)OC(=O)N1CCC=2C=C(C(=NC2C1)OCC1=C(C=CC=C1)Cl)Cl